1-((2-(trimethylsilyl)ethoxy)methyl)-7-vinyl-1H-indazole C[Si](CCOCN1N=CC2=CC=CC(=C12)C=C)(C)C